2-Amino-N-[5-[(5-cyclopropyloxy-6-methylpyridin-2-yl)carbamoyl]-4-fluoro-2-methylphenyl]-1,3-thiazole-5-carboxamide NC=1SC(=CN1)C(=O)NC1=C(C=C(C(=C1)C(NC1=NC(=C(C=C1)OC1CC1)C)=O)F)C